galactitol C([C@H](O)[C@@H](O)[C@@H](O)[C@H](O)CO)O